1-nitro-4-(3,3,3-trifluoropropoxy)benzene 4-(2-(pyrrolidin-1-yl)ethoxy)benzyl-(1-hydroxy-7-methyl-1,3-dihydrobenzo[c][1,2]oxaborole-6-carbonyl)-L-valinate N1(CCCC1)CCOC1=CC=C(CN([C@@H](C(C)C)C(=O)O)C(=O)C=2C=CC3=C(B(OC3)O)C2C)C=C1.[N+](=O)([O-])C1=CC=C(C=C1)OCCC(F)(F)F